(7S)-2-Benzyl-7-methyl-3-[(cis)-4-cyanocyclohexyl]-3H,6H,7H,8H,9H-imidazo[4,5-f]chinolin C(C1=CC=CC=C1)C=1N(C=2C(=C3CC[C@@H](NC3=CC2)C)N1)[C@@H]1CC[C@@H](CC1)C#N